(7R)-3-cyclopropyl-N-(2-fluoro-2-methylpropyl)-7-[[1-(2-hydroxyethyl)pyrazolo[3,4-c]pyridin-4-yl]amino]-7,8-dihydro-6H-cyclopenta[g]isoquinoline-5-sulfonamide C1(CC1)C=1N=CC=2C=C3C(=C(C2C1)S(=O)(=O)NCC(C)(C)F)C[C@@H](C3)NC3=C1C(=CN=C3)N(N=C1)CCO